C(C)(C)(C)OC(=O)N[C@@H](C(=O)O)C1=CC(=CC(=C1)OC)F |r| (+/-)-2-((tert-butoxycarbonyl)amino)-2-(3-fluoro-5-methoxyphenyl)acetic acid